N1(CC1)C(C(=O)O)C aziridinylpropionic acid